(2S,3R)-3-((2-aminopyridin-4-yl)methyl)-N2-(1-methyl-1H-pyrazol-3-yl)-N1-((R)-cyclohexyl-cyclopropylmethyl)-N2-methyl-4-oxoazetidine-1,2-dicarboxamide NC1=NC=CC(=C1)C[C@@H]1[C@H](N(C1=O)C(=O)N[C@H](C1CC1)C1CCCCC1)C(=O)N(C)C1=NN(C=C1)C